14,16-dimethyloctadecanoate CC(CCCCCCCCCCCCC(=O)[O-])CC(CC)C